methyl 4-((1-cyclopropylpiperidin-4-yl)amino)-1-(1-(difluoromethyl) cyclopropyl)-6-oxo-1,6-dihydropyridine-3-carboxylate C1(CC1)N1CCC(CC1)NC=1C(=CN(C(C1)=O)C1(CC1)C(F)F)C(=O)OC